C(C)(=O)N1[C@H]([C@@H](NCC1)CC#N)C1=CC(=NC(=C1)Cl)C1=CC(=NC=N1)C(=O)NC trans-6-(4-(1-acetyl-3-(cyanomethyl)piperazin-2-yl)-6-chloropyridin-2-yl)-N-methylpyrimidine-4-carboxamide